CN1NN=CC=C1 3-methyltriazin